C(C)N(C(=O)OCC)C(C1=CC=CC=C1)OC(C1=CC=C(C=C1)Br)=O ((ethyl(ethoxycarbonyl)amino)(phenyl)methyl)-4-bromobenzoate